2,6-bis(dimethylamino)phenylboronic acid CN(C1=C(C(=CC=C1)N(C)C)B(O)O)C